C(C1=C(C(=CC(=C1)C)C(C)(C)C)O)C1=C(C(=CC(=C1)C)C(C)(C)C)O 2,2'-Methylenebis-(4-methyl-6-tert-butylphenol)